N1=CC(=CC=C1)C=1N=C(N2C1C=CC=C2)SC2=CC=CC=C2 1-(3-pyridinyl)-3-phenylthio-imidazo[1,5-a]pyridine